FC1(CN(C1)C(=O)N1CC2(CC2)[C@@H]([C@@H]1CC=1C(=C(C=CC1)C1=CC=CC=C1)F)NS(=O)(=O)C)F N-((6S,7S)-5-(3,3-difluoroazetidine-1-carbonyl)-6-((2-fluoro-[1,1'-biphenyl]-3-yl)methyl)-5-azaspiro[2.4]heptan-7-yl)methanesulfonamide